ClC1=CC=C(CN2C3=C(C=4C2=NC=CC4)CCN(C3)C(=O)OC(C)(C)C)C=C1 2-Methyl-2-propanyl 9-(4-chlorobenzyl)-5,6,8,9-tetrahydro-7H-pyrido[4',3':4,5]pyrrolo[2,3-b]pyridine-7-Carboxylate